C1=CC=CC=2C3=CC=CC=C3N(C12)C1=C(C(=C(C(=C1C#N)N1C2=CC=CC=C2C=2C=CC=CC12)C#N)N1C2=CC=CC=C2C=2C=CC=CC12)N1C2=CC=CC=C2C=2C=CC=CC12 1,2,3,5-Tetrakis(carbazol-9-yl)-4,6-dicyanobenzene